(1R,2S)-5'-methoxy-2-(3-{[5-methoxy-6-(morpholin-4-yl)pyrimidin-4-yl]amino}-1H-indazol-6-yl)-1'-methylspiro[cyclopropane-1,3'-indol]-2'(1'H)-one COC=1C=C2[C@]3(C(N(C2=CC1)C)=O)[C@@H](C3)C3=CC=C1C(=NNC1=C3)NC3=NC=NC(=C3OC)N3CCOCC3